C(C)(=O)C1=C(C(=NC(=C1F)NC1=NNC(=C1)C)CC1(CCN(CC1)CC1=C(C(=CC=C1)Cl)F)C(=O)O)C 4-((4-acetyl-3-methyl-5-fluoro-6-((5-methyl-1H-pyrazol-3-yl)amino)pyridin-2-yl)methyl)-1-(3-chloro-2-fluorobenzyl)piperidine-4-carboxylic acid